O1N=C(C=C1)C1=CC=C(C=C1)C1=CC(=CC(=C1)N1N=NC(=C1)C1=CC=C(C=C1)C(F)(F)F)C(=O)OC Methyl 4'-(isoxazol-3-yl)-5-(4-(4-(trifluoromethyl)phenyl)-1H-1,2,3-triazol-1-yl)-[1,1'-biphenyl]-3-carboxylate